(4-Ethoxyphenyl)-N-(6-(4-isopropyl-4H-1,2,4-triazol-3-yl)pyridin-2-yl)-1H-pyrrole-2-carboxamide C(C)OC1=CC=C(C=C1)N1C(=CC=C1)C(=O)NC1=NC(=CC=C1)C1=NN=CN1C(C)C